O[C@H]1CC[C@@]2([C@H]3[C@H](C[C@@]4([C@H](CC[C@H]4[C@@H]3CC[C@H]2C1)[C@@H](CCC(=O)N(C)C)C)C)O)C (R)-4-((3S,5S,8S,9S,10S,11S,13R,14S,17R)-3,11-dihydroxy-10,13-dimethylhexadecahydro-1H-cyclopenta[a]phenanthren-17-yl)-N,N-dimethylpentanamide